O=C1NC(CCC1N1C(C2=CC=C3C(=C2C1)OCC31CCN(CC1)CC1=CC=C(C=C1)S(=O)(=O)N(C)C)=O)=O 4-((7-(2,6-dioxopiperidin-3-yl)-6-oxo-7,8-dihydro-2H,6H-spiro[furo[2,3-e]isoindole-3,4'-piperidin]-1'-yl)methyl)-N,N-dimethylbenzenesulfonamide